O1C[C@H](CC1)OC(N[C@@H](CC(C)C)C(=O)N[C@H](C(C(=O)NC1CC1)O)CC1=CC=CC=C1)=O ((1S)-1-((((1S)-1-benzyl-3-cyclopropylamino-2-hydroxy-3-oxopropyl)amino)carbonyl)-3-methylbutyl)carbamic acid (3S)-tetrahydrofuran-3-yl ester